ClC1=NC(=NC(=C1)N1C=NC=C1)NC1CCC(CC1)O (1R,4R)-4-((4-chloro-6-(1H-imidazol-1-yl)pyrimidin-2-yl)amino)cyclohexan-1-ol